4-amino-2-hydroxybenzoic acid NC1=CC(=C(C(=O)O)C=C1)O